C(C)(C)(C)OC(=O)\N=C/1\N(C(C[C@](N1)(CCCCO)CC)=O)[C@@H]1CCOC2=CC=C(C=C12)C(=O)O (R)-4-((R,E)-2-((tert-butoxycarbonyl)imino)-4-ethyl-4-(4-hydroxybutyl)-6-oxotetrahydropyrimidin-1(2H)-yl)chromane-6-carboxylic acid